ClC1=C(C=C(C=C1)C=1C=NN(C1)C1=C(C(=NN1C)OS(=O)(=O)C(C(F)(F)F)(F)F)C(F)(F)F)C(N(C)C1(CC1)C#N)=O [5-[4-[4-chloro-3-[(1-cyanocyclopropyl)-methyl-carbamoyl]phenyl]pyrazol-1-yl]-1-methyl-4-(trifluoromethyl)pyrazol-3-yl]1,1,2,2,2-pentafluoroethanesulfonate